(2S)-2-[({5-chloro-7-oxo-7,8-dihydro-6H-spiro[[1,3]oxazolo[5,4-f]quinazoline-9,1'-cyclohexan]-2-yl}methyl)amino]-N,N-dimethylpropanamide ClC=1C=C2C(=C3C1NC(NC31CCCCC1)=O)OC(=N2)CN[C@H](C(=O)N(C)C)C